N1=CC(=CC=C1)N1CC(C1)CC(=O)[O-].[Li+] lithium 2-(1-(pyridin-3-yl)azetidin-3-yl)acetate